C1=CC=C(C=C1)OC2=CC=C(C=C2)C(=O)C(Cl)Cl 2,2-dichloro-4-phenoxyacetophenone